methyl 9-bromo-4-hydroxy-1,2,3,4-tetrahydrobenzo[4,5]imidazo[1,2-a]pyridine-7-carboxylate BrC1=CC(=CC=2N=C3N(CCCC3O)C21)C(=O)OC